(S)-tert-butyl 4-(2-(4-(5-chloro-2-(4-(trifluoromethyl)-1H-1,2,3-triazol-1-yl)phenyl)-5-methoxy-2-oxopyridine-1(2H)-yl)butanamido)-2-fluorobenzoate ClC=1C=CC(=C(C1)C1=CC(N(C=C1OC)[C@H](C(=O)NC1=CC(=C(C(=O)OC(C)(C)C)C=C1)F)CC)=O)N1N=NC(=C1)C(F)(F)F